C(N)(=N)C=1C=C(SC1)CNC(=O)[C@H]1N(CCC1)C(CCC(C1=CC=C(C=C1)OC1=CC=CC=C1)=O)=O (S)-N-((4-carbamimidoylthiophen-2-yl)methyl)-1-(4-oxo-4-(4-phenoxyphenyl)butanoyl)pyrrolidine-2-carboxamide